tert-butyl 7-(5-{[(2R,7aS)-2-fluorotetrahydro-1H-pyrrolizin-7a(5H)-yl]methoxy}[1,3]thiazolo[5,4-d]pyrimidin-7-yl)-3-oxa-7,9-diazabicyclo[3.3.1]nonane-9-carboxylate F[C@@H]1C[C@@]2(CCCN2C1)COC=1N=C(C2=C(N1)SC=N2)N2CC1COCC(C2)N1C(=O)OC(C)(C)C